NC=1C=CC(=NC1F)C1=C(C=C2C=C(NC2=C1)CNC(C)=O)Cl N-{[6-(5-amino-6-fluoro-2-pyridyl)-5-chloro-2-indolyl]methyl}acetamide